2-(difluoromethyl)-5-(3-fluoro-4-((4-(3-(1-methylpiperidin-4-yl)phenyl)-1H-1,2,3-triazol-1-yl)methyl)phenyl)-1,3,4-oxadiazole FC(C=1OC(=NN1)C1=CC(=C(C=C1)CN1N=NC(=C1)C1=CC(=CC=C1)C1CCN(CC1)C)F)F